[Si](C)(C)(C(C)(C)C)OCCNC(CC1=C(C=CC(=C1)[N+](=O)[O-])F)=O N-(2-((tert-butyldimethylsilyl)oxy)ethyl)-2-(2-fluoro-5-nitrophenyl)acetamide